C1(=C(C=CC=C1)C1=C(C2=C(SC3=C2C=CC=C3)C=C1)C1=NN=NC(=C1C1=C(C(=CC=3C2=CC=CC=C2CC13)C)C)C1=CC=CC=C1)C1=CC=CC=C1 (biphenylyl)[phenyl(dimethylfluorenyl)triazinyl]dibenzoThiophene